4-(bicyclo[2.2.1]hept-5-en-2-yl)but-3-en-2-ol C12C(CC(C=C1)C2)C=CC(C)O